FC=1C=C(C=CC1C=1C=NC(=CC1)C=1N=NN(N1)C1CC1)N1C(O[C@H](C1)C(C(F)(F)F)O)=O (R)-3-(3-fluoro-4-(6-(2-cyclopropyl-2H-tetrazol-5-yl)pyridin-3-yl)phenyl)-5-(1-hydroxy-2,2,2-trifluoroethyl)oxazolidin-2-one